COCCN1C(=NC=C1)C=1N=C(C2=C(N1)SC=C2)S 2-(1-(2-Methoxyethyl)-1H-imidazol-2-yl)thieno[2,3-d]pyrimidine-4-thiol